cyclobutanecarboxylate C1(CCC1)C(=O)[O-]